N-(2-(1-cyclopropyl-1H-pyrazol-3-yl)phenyl)-4-(2-(piperidin-1-yl)ethoxy)benzamide C1(CC1)N1N=C(C=C1)C1=C(C=CC=C1)NC(C1=CC=C(C=C1)OCCN1CCCCC1)=O